C(C)(C)(C)OC(=O)N1CC(C1)N1CCC(CC1)N1CC(C(CC1)N1N=C(C=2C1=NC=NC2N)C2=CC=C(C=C2)OC2=CC=CC=C2)F Trans-3-(4-(4-amino-3-(4-phenoxyphenyl)-1H-pyrazolo[3,4-d]pyrimidin-1-yl)-3-fluoro-[1,4'-bipiperidine]-1'-yl)azetidine-1-carboxylic acid tert-butyl ester